NC1=NC(=C(C=2N1N=C(N2)OCC2=NC=CC=C2F)C2=NC=NC=C2)C=2C=C(C#N)C=CC2 3-(5-amino-2-((3-fluoropyridin-2-yl)methoxy)-8-(pyrimidin-4-yl)-[1,2,4]triazolo[1,5-c]pyrimidin-7-yl)benzonitrile